tert-butyl N-[4-(2-amino-3,4-dichloro-phenyl)but-3-ynyl]carbamate NC1=C(C=CC(=C1Cl)Cl)C#CCCNC(OC(C)(C)C)=O